3',4',5',3,5,7-hexahydroxyflavonol OC=1C=C(C2OC3=CC(=CC(=C3C(C2(O)O)=O)O)O)C=C(C1O)O